ClC=1C(=C(C(=CC1)C(F)F)C1=CN=CC(=N1)C(=O)NC=1C=NN(C1)CC=1C=NC(=NC1)N1C(CCC1)CN1CCOCC1)F 6-(3-Chloro-6-(difluoromethyl)-2-fluorophenyl)-N-(1-((2-(2-(morpholinomethyl)pyrrolidin-1-yl)pyrimidin-5-yl)methyl)-1H-pyrazol-4-yl)pyrazine-2-carboxamide